BrC1=CC=C(C=C1)N1C=NN(C1=O)CSC1=CC(=C(OC(C(=O)O)(C)C)C=C1)Cl 2-(4-(((4-(4-Bromophenyl)-5-oxo-4,5-dihydro-1H-1,2,4-triazol-1-yl)meth-yl)thio)-2-chlorophenoxy)-2-methyl-propionic acid